2-(3-nitrobenzyl)-2,6-dihydropyrrolo[3,4-c]pyrazole-5(4H)-carboxylic acid tert-butyl ester C(C)(C)(C)OC(=O)N1CC2=NN(C=C2C1)CC1=CC(=CC=C1)[N+](=O)[O-]